[7-(tert-butoxycarbonylamino)-2,3-dihydro-1,4-benzodioxin-5-yl]tert-butyl carbonate C(OC(CC1=CC(=CC=2OCCOC21)NC(=O)OC(C)(C)C)(C)C)([O-])=O